FC1(CN(CCC1)C(=O)OC(C)(C)C)C=1SC(=NN1)C1=C(C=CC=C1)OC(F)(F)F tert-butyl 3-fluoro-3-(5-(2-(trifluoromethoxy)phenyl)-1,3,4-thiadiazol-2-yl)piperidine-1-carboxylate